2-hydroxy-4,6-dimethylpyrimidine OC1=NC(=CC(=N1)C)C